(S)-2-(3-Chlorobenzofuran-2-carboxamido)-N1-(1-(2-(2-adamantylamino)-2-oxoethyl)-2-oxo-1,2-dihydropyridin-3-yl)-N6-methyl-5-oxohexandiamid ClC1=C(OC2=C1C=CC=C2)C(=O)N[C@H](C(=O)NC=2C(N(C=CC2)CC(=O)NC2C1CC3CC(CC2C3)C1)=O)CCC(C(=O)NC)=O